N-{8-fluoro-2-methylimidazo[1,2-a]pyridin-6-yl}-2-(2-methoxyethyl)-4-(piperazin-1-yl)indazole-7-carboxamide hydrochloride Cl.FC=1C=2N(C=C(C1)NC(=O)C1=CC=C(C3=CN(N=C13)CCOC)N1CCNCC1)C=C(N2)C